ClC=1C=CC(=C(C1)C1=CC(=C(C=C1)CC(=O)O)C(N(C)C)=O)C(C=C)O 2-(5'-chloro-3-(dimethylcarbamoyl)-2'-(1-hydroxyallyl)-[1,1'-biphenyl]-4-yl)acetic acid